O=C1N(C[C@H]2N1C[C@H](C2)NS(=O)(=O)CC)C2=NOC1=C2C(=CC=C1)C1=CC=CC=C1 N-[(6S,7aS)-3-oxo-2-(4-phenyl-1,2-benzoxazol-3-yl)hexahydro-1H-pyrrolo[1,2-c]imidazol-6-yl]ethanesulfonamide